(1-(1-ethylpiperidin-2-yl)ethoxy)isobenzofuran-1(3H)-one C(C)N1C(CCCC1)C(C)OC1OC(C2=CC=CC=C12)=O